N12C[C@H](C(CC1)CC2)NC2=C(C(NC1=CC=C(C=C21)Cl)=O)C2=NC1=C(N2)C=CC=C1 4-[(3S)-1-azabicyclo[2.2.2]oct-3-ylamino]-3-(1H-benzimidazol-2-yl)-6-chloro-2(1H)-quinolinone